4-(4-((1R,5S)-3,8-diazabicyclo[3.2.1]octan-3-yl)-8-fluoro-2-((tetrahydro-2H-pyran-4-yl)oxy)pyrido[4,3-d]pyrimidin-7-yl)naphthalen-2-ol [C@H]12CN(C[C@H](CC1)N2)C=2C1=C(N=C(N2)OC2CCOCC2)C(=C(N=C1)C1=CC(=CC2=CC=CC=C12)O)F